(2S,4R)-4-fluoro-N-(((S)-1-methylpyrrolidin-3-yl)methyl)pyrrolidine-2-carboxamide hydrochloride Cl.F[C@@H]1C[C@H](NC1)C(=O)NC[C@H]1CN(CC1)C